(cis)-2-(3-aminocyclobutyl)-4-chlorobenzonitrile 2,2,2-trifluoroacetate FC(C(=O)O)(F)F.N[C@H]1C[C@H](C1)C1=C(C#N)C=CC(=C1)Cl